NC1=C(C=CC(=C1)C(C)(C)C)CO (2-amino-4-(tert-butyl)phenyl)methanol